C(C1=CC=CC=C1)[C@H](NC(CNC(CNC(C(CC1C2=CC=CC=C2C=2C=CC=CC12)=O)=O)=O)=O)CNCC(NCOCC(=O)O)=O {[(11S)-11-benzyl-1-(9H-fluoren-9-yl)-3,6,9,15-tetraoxo-2-oxo-4,7,10,13,16-pentaazaheptadec-17-yl]oxy}acetic acid